3-((3,3-dimethyloxiran-2-yl)methoxy)-2,4,6-trimethylbenzaldehyde CC1(C(O1)COC=1C(=C(C=O)C(=CC1C)C)C)C